COC(CCCCCCCN(CCN(CCCCCCCCC)CCCCCCCC(=O)OC)CC(=O)N1CCN(CC1)C(CN(CCCCCCCCC)CCCCCCCCC)=O)=O.NC(=O)N.[Ba] barium urea Methyl-8-((2-(4-(dinonylglycyl)piperazin-1-yl)-2-oxoethyl)(2-((8-methoxy-8-oxooctyl)(nonyl)amino)ethyl)amino)octanoate